C(C=CC1=CC=CC=C1)[Pd-2](Cl)=C1N(C=C2N1C(=CC=C2)N(CC)CC)C2=C(C=C(C=C2C(C2=CC=CC=C2)C2=CC=CC=C2)C)C(C2=CC=CC=C2)C2=CC=CC=C2 cinnamyl[2-(2,6-dibenzhydryl-4-methylphenyl)-5-(diethylamino)imidazo[1,5-a]pyridin-3-ylidene]chloropalladium(II)